C(C)(=O)N(NC(C1=CC(=NC=C1OC1=C(C(=CC=C1)C1CC1)F)C)=O)CC1=C(C=C(C=C1)C)C N'-acetyl-5-(3-cyclopropyl-2-fluorophenoxy)-N'-(2,4-dimethylbenzyl)-2-methylisonicotinohydrazide